5-chloro-2-{[(oxan-2-ylmethyl)amino]methyl}-7,8-dihydro-6H-spiro[[1,3]oxazolo[5,4-f]quinazoline-9,1'-cyclohexane]-7-one ClC=1C=C2C(=C3C1NC(NC31CCCCC1)=O)OC(=N2)CNCC2OCCCC2